5-chloro-4-({2-[6-(4-chlorophenoxy)pyridine-3-yl]ethyl}amino)-6-methylpyrimidine ClC=1C(=NC=NC1C)NCCC=1C=NC(=CC1)OC1=CC=C(C=C1)Cl